(S)-N-methyl-7-(trifluoromethyl)isochroman-4-amine hydrochloride Cl.CN[C@@H]1COCC2=CC(=CC=C12)C(F)(F)F